(S)-3-bromo-5-(1,4-dimethyl-1H-1,2,3-triazol-5-yl)-1-(1-(pyridin-2-yl)ethyl)-1H-pyrrolo[2,3-b]pyridine BrC1=CN(C2=NC=C(C=C21)C2=C(N=NN2C)C)[C@@H](C)C2=NC=CC=C2